C1(CC1)C1=NC=NC(=C1C=1N=CC=2OC(C(N(C2N1)CC1=CC=C(C=C1)C=1N(C=C(N1)C(F)(F)F)C)=O)(C)C)OC 2-(4-cyclopropyl-6-methoxypyrimidin-5-yl)-6,6-dimethyl-8-(4-(1-methyl-4-(trifluoromethyl)-1H-imidazol-2-yl)benzyl)-6H-pyrimido[5,4-b][1,4]oxazin-7(8H)-one